NC=1C=2N(C3=CC(=C(C=C3N1)F)C(=O)N([C@@H]1COC3=C1C=CC(=C3)C3=CC(=NO3)C)C)C=NC2 (S)-4-amino-7-fluoro-N-methyl-N-(6-(3-methyl-isoxazol-5-yl)-2,3-dihydrobenzofuran-3-yl)-imidazo[1,5-a]quinoxaline-8-carboxamide